[Br-].C1(=C(C=CC=C1)[N+](CC)(CC)CC)C tolyltriethyl-ammonium bromide